OC(CC(=O)OC)O methyl 3-hydroxy-3-hydroxypropionate